ClC1=C(C=NO)C(=CC(=C1)Cl)Cl 2,4,6-trichlorobenzaldehyde oxime